5-Fluoro-2-iodo-1-methoxy-3-methyl-benzene FC=1C=C(C(=C(C1)OC)I)C